C(C)SC=1C=C(C=NC1C1=NC2=C(C=NC(=C2)C(F)(F)F)N1C)C1(CC1)C#N 1-[5-Ethylsulfanyl-6-[3-methyl-6-(trifluoromethyl)imidazo[4,5-c]pyridin-2-yl]-3-pyridyl]cyclopropanecarbonitrile